Cl.C1CCN2CCC(CC12)N octahydroindolizin-7-amine hydrochloride